tert-butyl (1-(2,5-dimethoxy-4-propylphenyl)-3-hydroxypropan-2-yl)carbamate COC1=C(C=C(C(=C1)CCC)OC)CC(CO)NC(OC(C)(C)C)=O